N-methyl-N-[4-[2-acetoxymethyl-1-pyrrolidinyl]-2-butynyl]acetamide CN(C(C)=O)CC#CCN1C(CCC1)COC(C)=O